2-ethylhexylbenzenesulfonic acid C(C)C(CC1=C(C=CC=C1)S(=O)(=O)O)CCCC